Methyl 2-methylhex-5-enoate CC(C(=O)OC)CCC=C